3,4'-dimethylbenzophenone CC=1C=C(C(=O)C2=CC=C(C=C2)C)C=CC1